BrC=1C=C2C=CC(=NC2=CC1)C(=O)OC methyl 6-bromoquinoline-2-carboxylate